C(C1=CC=CC=C1)C1C2N(CC(C=C2)C1)CCC1=COC2=C1C=C(C=C2)OC exo-7-benzyl-2-(2-(5-methoxybenzofuran-3-yl)ethyl)-2-azabicyclo[2.2.2]oct-5-ene